FC(C1=NNC=2CC(CCC12)=O)(F)F 3-(trifluoro-methyl)-1,4,5,7-tetrahydro-indazol-6-one